CC1CCC(CC1)NC 4-methylcyclohexyl-methylamine